N1NC(C=C1)=O 1,2-dihydropyrazol-3-one